1-(4,4-difluoro-3-((4-((5-(furan-2-yl)-2-methoxyphenyl)amino)-7-methoxy-quinazolin-5-yl)oxy)piperidin-1-yl)prop-2-en-1-one FC1(C(CN(CC1)C(C=C)=O)OC1=C2C(=NC=NC2=CC(=C1)OC)NC1=C(C=CC(=C1)C=1OC=CC1)OC)F